C(C)(=O)C1=NN(C2=C(C=C(C=C12)C=1C=NC(=NC1)CO)C)CC(=O)N1[C@@H]2C[C@@]2(C[C@H]1C(=O)NC1=NC(=CC(=C1)C)Br)C (1R,3S,5R)-2-(2-(3-acetyl-5-(2-(hydroxymethyl)pyrimidin-5-yl)-7-methyl-1H-indazol-1-yl)acetyl)-N-(6-bromo-4-methylpyridin-2-yl)-5-methyl-2-azabicyclo[3.1.0]hexane-3-carboxamide